COC1=NC=C(C=C1)NS(=O)(=O)C1=CC(=C(C=C1)N1CCN(CC1)CC1=CC(=CC=C1)[N+](=O)[O-])[N+](=O)[O-] N-(2-methoxypyridin-5-yl)-3-nitro-4-{4-[(3-nitrophenyl)methyl]piperazin-1-yl}benzenesulfonamide